C(C)(C)OC1=CN=CC(=N1)NC1=C(C=NN1C)C1=CC=C(C=C1)NC(=O)[C@@H]1[C@H](CCCC1)C(=O)O (1S,2S)-2-((4-(5-((6-isopropoxypyrazin-2-yl)amino)-1-methyl-1H-pyrazol-4-yl)phenyl)carbamoyl)cyclohexane-1-carboxylic acid